8-(5-oxo-3-(piperidin-3-yl)-4,5-dihydro-1H-1,2,4-triazol-1-yl)quinolin-2(1H)-one O=C1NC(=NN1C=1C=CC=C2C=CC(NC12)=O)C1CNCCC1